(4-hydroxy-3-methyl-3,4-dihydro-2H-quinolin-1-yl)-[5-(3-isopropyl-1,2,4-triazol-1-yl)-2-methyl-phenyl]methanone OC1C(CN(C2=CC=CC=C12)C(=O)C1=C(C=CC(=C1)N1N=C(N=C1)C(C)C)C)C